1-{6-[(3S,4S)-4-amino-3-methyl-2-oxa-8-azaspiro[4.5]decan-8-yl]-1H-pyrazolo[3,4-b]pyrazin-3-yl}-N-methyl-1,2,3,4-tetrahydro-1,6-naphthyridine-5-carboxamide N[C@@H]1[C@@H](OCC12CCN(CC2)C2=CN=C1C(=N2)NN=C1N1CCCC=2C(=NC=CC12)C(=O)NC)C